6-{5-Chloro-2-[(oxan-4-yl)amino]pyrimidin-4-yl}-2-{2-[(3S)-3-hydroxypiperidin-1-yl]-2-oxoethyl}-2,3-dihydro-1H-isoindol-1-on ClC=1C(=NC(=NC1)NC1CCOCC1)C1=CC=C2CN(C(C2=C1)=O)CC(=O)N1C[C@H](CCC1)O